C([C@H]([C@H]([C@@H]([C@H](C(=O)[O-])N)O)O)O)O The molecule is a monocarboxylic acid anion resulting from the removal of a proton from the carboxy group of 2-amino-2-deoxy-D-gluconic acid. It has a role as a bacterial metabolite. It is a carbohydrate acid derivative anion and a monocarboxylic acid anion. It derives from a D-gluconate. It is a conjugate base of a 2-amino-2-deoxy-D-gluconic acid and a 2-amino-2-deoxy-D-gluconic acid zwitterion.